[Cl-].[Yb+3].[Cl-].[Cl-] Ytterbium chloride